OC=1C=C(C=CC1O)C1OC2=CC(=CC(=C2C(C1)=O)O)O 2-(3,4-dihydroxyphenyl)-5,7-dihydroxy-2,3-dihydrochromen-4-one